ClC1=CC(=C(C=C1)C1=NC(=CC=2N=C(N(C(C21)=O)C)C)N2C[C@H](O[C@H](C2)C=2C=NN(C2)C)C)F 5-(4-chloro-2-fluorophenyl)-2,3-dimethyl-7-((2r,6s)-2-methyl-6-(1-methyl-1H-pyrazol-4-yl)-4-morpholinyl)pyrido[4,3-d]pyrimidin-4(3H)-one